3-((3-fluoro-4-(4-(2-((5-fluoro-4-oxo-2-(((tetrahydro-2H-pyran-4-yl)thio)methyl)-3,4-dihydroquinazolin-7-yl)oxy)ethyl)-[1,4'-bipiperidin]-1'-yl)phenyl)amino)piperidine-2,6-dione FC=1C=C(C=CC1N1CCC(CC1)N1CCC(CC1)CCOC1=CC(=C2C(NC(=NC2=C1)CSC1CCOCC1)=O)F)NC1C(NC(CC1)=O)=O